4-bromo-7-fluoro-2-(2-methylpropan-2-yl)-2,3-dihydro-1λ6-benzo[2,1-d][1,2]thiazole-1,1-dione BrC1=CC=C(C2=C1CN(S2(=O)=O)C(C)(C)C)F